benzyl naphthalenesulfonate sodium [Na].C1(=CC=CC2=CC=CC=C12)S(=O)(=O)OCC1=CC=CC=C1